ethyl-((R,E)-3-(((S)-tert-butylsulfinyl) imino)-1-hydroxy-4-methylpentyl) thiazole-4-carboxylate S1C=NC(=C1)C(=O)O[C@](C\C(\C(C)C)=N/[S@@](=O)C(C)(C)C)(O)CC